C(C)(C)(C)C=1C(=C(C=CC1)C=1C(=C(C=CC1)P([O-])(=O)C1=CC=CC=C1)C1=C(C(=CC=C1)C(C)(C)C)C(C)(C)C)C(C)(C)C Bis(di-t-butylphenyl)-phenyl-phenylphosphinate